BrC=1C=CC(=C(C1)N1C=CC2=C1N=C(N=C2)N)F 7-(5-bromo-2-fluorophenyl)-7H-pyrrolo[2,3-d]pyrimidin-2-amine